3-Amino-3-[(1-methoxy-5-methyl-1-oxohexan-2-yl)carbamoyl]propanoic acid NC(CC(=O)O)C(NC(C(=O)OC)CCC(C)C)=O